ClC=1C=C(NC2(CCC3(C(CC4=CC=CC=C34)C[C@H](COC3=CC=NC=4[C@@H](CC[C@@H](C34)C)F)C)CC2)C(=O)O)C=CC1 4-(3-Chloroanilino)-2'-[(2R)-3-{[(5S,8R)-8-fluoro-5-methyl-5,6,7,8-tetrahydroquinolin-4-yl]oxy}-2-methylpropyl]-2',3'-dihydrospiro[cyclohexane-1,1'-indene]-4-carboxylic acid